5-chloro-2-cyano-pyridine-3-yl 3-[4-(2-aminothiazol-4-yl)-1H-1,2,3-triazol-1-yl]-3-deoxy-2-O-(3,5-difluoro-4-hydroxybenzyl)-1-thio-α-D-galactopyranoside NC=1SC=C(N1)C=1N=NN(C1)[C@@H]1[C@H]([C@@H](SC=2C(=NC=C(C2)Cl)C#N)O[C@@H]([C@@H]1O)CO)OCC1=CC(=C(C(=C1)F)O)F